CC1=C(C=C(C=C1)NC(OC(C)(C)C)=O)C(N[C@H](C)C1=CC=C(C2=CC=CC=C12)C#CC1CCN(CC1)CC1CCNCC1)=O tert-butyl (R)-(4-methyl-3-((1-(4-((1-(piperidin-4-ylmethyl)piperidin-4-yl)ethynyl)naphthalen-1-yl)ethyl)carbamoyl)phenyl)carbamate